tert-Butyl 5-(4,4,5,5-tetramethyl-1,3,2-dioxaborolan-2-yl)pyrimidin-2-ylcarbamate CC1(OB(OC1(C)C)C=1C=NC(=NC1)NC(OC(C)(C)C)=O)C